ethyl 4-(6-fluoro-4-(1,4-dioxa-8-azaspiro[4.5]decan-8-yl)quinoline-3-carbonyl)piperazine-1-carboxylate FC=1C=C2C(=C(C=NC2=CC1)C(=O)N1CCN(CC1)C(=O)OCC)N1CCC2(OCCO2)CC1